C(C=C)(=O)N1CCN(CC1)C(C=C)=O 1,4-diacrylyl-piperazine